C(=C)C(CC1=CC=CC=C1)(C=C)C=C trivinylethylbenzene